FC(C(F)F)(OC1=CC=C(C=C1)CC#N)F (4-(1,1,2,2-tetrafluoroethoxy)phenyl)acetonitrile